BrC1=CC=C(C=C1)C(C1=NN=C(O1)C1CN(CC12CN(C2)C(=O)[C@@H]2C(C2)(C)C)C(=O)C2=CN=CS2)(F)F (8-(5-((4-bromophenyl)difluoromethyl)-1,3,4-oxadiazol-2-yl)-2-((S)-2,2-dimethylcyclopropane-1-carbonyl)-2,6-diazaspiro[3.4]octan-6-yl)(thiazol-5-yl)methanone